CC(CO)(CO)C 2,2-dimethyl-1,3-propylene glycol